ClC1=C(C=CC(=C1)Cl)C1(CC1)C1=NOC(=N1)C1=NN(C(=C1)C(F)F)CCC(=O)O 3-(3-(3-(1-(2,4-dichlorophenyl)cyclopropyl)-1,2,4-oxadiazol-5-yl)-5-(difluoromethyl)-1H-pyrazol-1-yl)propanoic acid